2-((((1S,2S)-2-((tert-butyldimethylsilyl)oxy)cyclopentyl)oxy)methyl)pyrimidin [Si](C)(C)(C(C)(C)C)O[C@@H]1[C@H](CCC1)OCC1=NC=CC=N1